3-(3-tert-butylpyrazol-1-yl)-4-(4,4-difluoropiperidine-1-carbonyl)benzonitrile C(C)(C)(C)C1=NN(C=C1)C=1C=C(C#N)C=CC1C(=O)N1CCC(CC1)(F)F